N-(4-methylbenzo[d]thiazol-2-yl)benzimidazoleamide CC1=CC=CC2=C1N=C(S2)NC(=O)C=2NC1=C(N2)C=CC=C1